N-((naphthalen-2-yl)methylene)-2-methylpropane-2-sulfinamide C1=C(C=CC2=CC=CC=C12)C=NS(=O)C(C)(C)C